C(C)(C)(C)N1N=NC(=C1)C(=O)N[C@H]1C2=C(CN(CC1)C(=O)OC(C)(C)C)C=C(C=C2)C=2C=1N(C=C(N2)C=2C=NN(C2)C)N=CC1 tert-butyl (R)-5-(1-(tert-butyl)-1H-1,2,3-triazole-4-carboxamido)-8-(6-(1-methyl-1H-pyrazol-4-yl)pyrazolo[1,5-a]pyrazin-4-yl)-1,3,4,5-tetrahydro-2H-benzo[c]azepine-2-carboxylate